2,2',6,6'-tetrafluoro-(1,1'-biphenyl)-4,4'-diamine FC1=C(C(=CC(=C1)N)F)C1=C(C=C(C=C1F)N)F